N-(5-iodo-2-methoxybenzyl)-2-phenylpiperidin-3-amine IC=1C=CC(=C(CNC2C(NCCC2)C2=CC=CC=C2)C1)OC